2-((2-((3-Fluoro-4-(hydroxymethyl)phenyl)amino)-5-(trifluoromethyl)pyridin-4-yl)amino)-N-methylbenzamide FC=1C=C(C=CC1CO)NC1=NC=C(C(=C1)NC1=C(C(=O)NC)C=CC=C1)C(F)(F)F